C(C=C)(=O)NCC(=O)N Acryloyl-Glycinamide